C(=C)OC(CCCCCCC\C=C/CCCCCCCC)=O.[Ni] nickel vinyl-oleate